N-(2-(6,7-difluoro-1H-indol-3-yl)ethyl)-N-methylcyclobutaneamine FC1=CC=C2C(=CNC2=C1F)CCN(C1CCC1)C